(E)-2-(4-fluorophenylethenyl)-3-methylbenzo[d]thiazole FC1=CC=C(C=C1)/C=C/C1SC2=C(N1C)C=CC=C2